COC=1C=C(C=CC1OCCCN1CCCCC1)NC1=NC=CC(=N1)NC1=CN=C2OC(COC2=C1)C 2-[3-methoxy-4-(3-piperidinopropoxy)phenylamino]-4-(3-methyl-2,3-dihydro-1,4-dioxa-5-aza-7-naphthylamino)pyrimidine